The molecule is a sulfonamide that is 1,3-benzothiazole-2-sulfonamide which is substituted by an ethoxy group at position 6. A carbonic anhydrase inhibitor, it has been used in the treatment of glaucoma, and as a diuretic. It has a role as an EC 4.2.1.1 (carbonic anhydrase) inhibitor, a diuretic and an antiglaucoma drug. It is a member of benzothiazoles and a sulfonamide. CCOC1=CC2=C(C=C1)N=C(S2)S(=O)(=O)N